N-(1-((S)-1-(5-methyl-6-((1R,5S)-2-oxo-3-azabicyclo[3.1.0]hexan-3-yl)pyridazin-3-yl)ethyl)-1H-pyrazol-4-yl)pyrazine-2-carboxamide CC=1C=C(N=NC1N1C([C@@H]2C[C@@H]2C1)=O)[C@H](C)N1N=CC(=C1)NC(=O)C1=NC=CN=C1